NC1=NC=2C=CC(=CC2C2=C1C=NN2C)C(=O)N(N(C(=O)C2=CC=NC=C2)C)CC2=NC=C(C=C2)C(F)(F)F 4-amino-N',1-dimethyl-N'-(pyridine-4-carbonyl)-N-[[5-(trifluoromethyl)-2-pyridyl]methyl]pyrazolo[4,3-c]quinoline-8-carbohydrazide